BrC1=CC(=C(C=C1)C=1N(C2=NC=NC(=C2N1)OC1(CC1)C)CC1=CC(=CC=C1)Cl)Cl 8-(4-bromo-2-chlorophenyl)-9-(3-chlorobenzyl)-6-(1-methylcyclopropoxy)-9H-purine